O[C@H]1[C@H](CCC2=C1N=C(S2)C(=O)NC)[C@@H]2N1C(C3=CC=CC=C23)=CN=C1 (4S,5R)-4-Hydroxy-5-((S)-5H-imidazo[5,1-a]isoindol-5-yl)-N-methyl-4,5,6,7-tetrahydrobenzo[d]thiazol-2-carboxamid